5-(1-(1-ethylcyclohexyloxy)ethoxycarbonyl)-7-oxo-bicyclo[2.2.1]Hept-2-ene C(C)C1(CCCCC1)OC(C)OC(=O)C1C2C=CC(C1)C2=O